FC(C(C(F)(F)F)(O)C1=CC=C(C=C1)C1=C(C=C(C=C1)CN1CC(N(CC1)CC1=CC=NC=C1)C(=O)OCC)C)(F)F ethyl 4-((4'-(1,1,1,3,3,3-hexafluoro-2-hydroxypropan-2-yl)-2-methyl-[1,1'-biphenyl]-4-yl)methyl)-1-(pyridin-4-ylmethyl)piperazine-2-carboxylate